ClC1=C(C2=CC=CC(=C2C=C1)OC)OC 2-chloro-1,5-dimethoxynaphthalene